F[Sb-](F)(F)(F)(F)F.[Ir+3].C1=CCCC=CCC1.C1=CCCC=CCC1.F[Sb-](F)(F)(F)(F)F.F[Sb-](F)(F)(F)(F)F bis(1,5-cyclooctadiene) iridium hexafluoroantimonate